COC=1C=C2C(=CC=NC2=CC1OC)OC=1C=NC(=NC1)NC(=O)C1=CN(C=C(C1=O)C1=CC=C(C=C1)C)C1CCOCC1 N-(5-((6,7-dimethoxyquinolin-4-yl)oxy)pyrimidin-2-yl)-4-oxo-1-(tetrahydro-2H-pyran-4-yl)-5-(p-tolyl)-1,4-dihydropyridine-3-carboxamide